((3S,4S)-1-benzyl-4-methylpyrrolidin-3-yl)(3,3,5-trimethyl-2,3-dihydro-1H-pyrrolo[3,2-b]pyridin-1-yl)methanone C(C1=CC=CC=C1)N1C[C@H]([C@@H](C1)C)C(=O)N1CC(C2=NC(=CC=C21)C)(C)C